NC([C@H](C[C@H]1C(NCC1)=O)NC(=O)[C@@H]1[C@H]2C([C@H]2CN1C([C@H](C(C)(C)C)N)=O)(C)C)=O (1R,2S,5S)-N-((S)-1-amino-1-oxo-3-((S)-2-oxopyrrolidin-3-yl)propan-2-yl)-3-((S)-2-amino-3,3-dimethylbutyryl)-6,6-dimethyl-3-azabicyclo[3.1.0]hexane-2-carboxamide